(S)-N-(4-(morpholin-2-yl)phenyl)-4,5,6,7-tetrahydro-1H-indazole-3-carboxamide N1C[C@@H](OCC1)C1=CC=C(C=C1)NC(=O)C1=NNC=2CCCCC12